ClC=1C=NC=C(C1[C@@H](C)OC=1C=C2C(=NNC2=CC1)C1=CC2=C(NC(OC2)=O)N=C1)Cl (R)-6-(5-(1-(3,5-Dichloropyridin-4-yl)ethoxy)-1H-indazol-3-yl)-1,4-dihydro-2H-pyrido[2,3-d][1,3]oxazin-2-one